5-(5-(3-Aminocyclobutyl)-3-isopropyl-1H-indol-2-yl)-1,3,4-trimethylpyridin-2(1H)-on NC1CC(C1)C=1C=C2C(=C(NC2=CC1)C=1C(=C(C(N(C1)C)=O)C)C)C(C)C